5-chloro-2-methyl-1,2-thiazol-3-one ClC1=CC(N(S1)C)=O